2-(2-Chlorophenyl)-N-{4-[5-(pyrrolidin-1-yl)pyridin-3-yl]-3-sulfamoylphenyl}acetamide methyl-(S)-3-(3-bromophenyl)-3-((tert-butoxycarbonyl)amino)propanoate COC(C[C@H](NC(=O)OC(C)(C)C)C1=CC(=CC=C1)Br)=O.ClC1=C(C=CC=C1)CC(=O)NC1=CC(=C(C=C1)C=1C=NC=C(C1)N1CCCC1)S(N)(=O)=O